N-[3-[4-(5-chloro-2-pyridinyl)-2,6-dimethyl-phenyl]-2,4-dioxo-spiro[5.5]undec-9-yl]acetamide ClC=1C=CC(=NC1)C1=CC(=C(C(=C1)C)C1C(CC2(CC1=O)CCC(CC2)NC(C)=O)=O)C